C(C)(=O)OC1=C(C=CC(=C1)C(F)(F)F)C1=C(N=C(N=N1)N[C@H]1CN(CCC1)CC(=O)OCC)C ethyl [(3R)-3-({6-[2-(acetyloxy)-4-(trifluoromethyl)phenyl]-5-methyl-1,2,4-triazin-3-yl}amino)piperidine-yl]acetate